C(C)OC=1C=C(C=CC1OC)C(C)=O 1-(3-ethoxy-4-methoxyphenyl)ethanone